FC1=C2C(=CC=C1I)C(N(CC21CC1)CC(=O)NC1=NC=C(C=N1)F)=O 2-(5-fluoro-6-iodo-1-oxospiro[3H-isoquinoline-4,1'-cyclopropane]-2-yl)-N-(5-fluoropyrimidin-2-yl)acetamide